FC(C(=O)O)(F)F.CC1CN(CC1)C1=CC=C(C=N1)CN (6-(3-methyl-pyrrolidin-1-yl)pyridin-3-yl)methanamine 2,2,2-trifluoroacetate